C(N1CCC=C2C3=C4C(C[C@@H]12)=CNC4=CC=C3)([2H])([2H])[2H] (6aR,9S)-7-(methyl-d3)-4,6,6a,7,8,9-hexahydroindolo[4,3-fg]quinolin